OC(C)(C)C=1N=CC(=NC1)N1C(O[C@]2(C1)C[C@](CC(C2)(C)C)(C)CN2C=NC1=C2C=C(C=C1)C#N)=O 1-(((5S,7r)-3-(5-(2-hydroxy-prop-2-yl)pyrazin-2-yl)-7,9,9-trimethyl-2-oxo-1-oxa-3-azaspiro[4.5]decan-7-yl)methyl)-1H-benzo[d]imidazole-6-carbonitrile